N(=[N+]=[N-])CC1=CC=C(C(=O)N[C@H](C(=O)N[C@H](C(=O)NC2=CC=C(C=C2)CO)CCCNC(=O)N)C(C)C)C=C1 4-(azidomethyl)-N-((S)-1-(((S)-1-((4-(hydroxymethyl)phenyl)amino)-1-oxo-5-ureidopentan-2-yl)amino)-3-methyl-1-oxobutan-2-yl)benzamide